α'-tetraphenyldioxolan-4,5-dimethanol C1(=CC=CC2=CC=C3C=C4C=CC=CC4=CC3=C12)C(O)C1C(OCO1)CO